2-(difluoromethyl)pyridin-4-ol FC(C1=NC=CC(=C1)O)F